5-[(3R)-4-{[(3S)-3-methoxypyrrolidin-1-yl]carbonyl}-3-methylpiperazin-1-yl]-3-(1-methyl-1H-pyrazol-4-yl)pyrazine-2-carbonitrile CO[C@@H]1CN(CC1)C(=O)N1[C@@H](CN(CC1)C=1N=C(C(=NC1)C#N)C=1C=NN(C1)C)C